C(CC)(=O)OC(CN1C(=CC(C=C1C)=C=O)C)C1=CC(=C(C=C1)OC)OCC1CC1 (1-(3-Cyclopropylmethoxy-4-methoxyphenyl)-2-(2,6-dimethyl-4-carbonylpyridin-1(4H)-yl) ethyl) propionate